C1=CC=C2C(=C1)C(=O)C=C(O2)Br bromochromone